C1(CC1)C=1C(=NN(C1C(=O)OCC)CC(=O)C1=CC(=C(C=C1)F)C)C(=O)OCC Diethyl 4-cyclopropyl-1-[2-(4-fluoro-3-methylphenyl)-2-oxoethyl]-1H-pyrazole-3,5-dicarboxylate